C(CCCCCCCCCCCCCCCCCCCCCCCCCCCCCCCCCC)(=O)OCCCCCCCCCCCC Lauryl pentatriacontanoate